ClC=1C(=NC(=NC1)NC1=C(C=C(C(=C1)C)C1CCN(CC1)C)OC1CC1)NC1=NNC(=C1)C 5-chloro-N2-[2-cyclopropoxy-4-(1-methyl-piperidin-4-yl)-5-methyl-phenyl]-N4-[5-methyl-1H-pyrazol-3-yl]-pyrimidin-2,4-diamine